8-(3-(2-(dimethylamino)ethoxy)phenyl)-N-(6-morpholinylpyridin-3-yl)pyrido[3,4-d]pyrimidin-2-amine CN(CCOC=1C=C(C=CC1)C1=NC=CC2=C1N=C(N=C2)NC=2C=NC(=CC2)N2CCOCC2)C